oxalic acid bis(trimethylsilyl) ester C[Si](C)(C)OC(C(=O)O[Si](C)(C)C)=O